methyl 3-propylindolizine-2-carboxylate C(CC)C1=C(C=C2C=CC=CN12)C(=O)OC